5-Methyl-1,2,3,6,7,9-hexahydro-2,4,8-triaza-cyclopenta[a]naphthalene-8-carboxylic acid tert-butyl ester C(C)(C)(C)OC(=O)N1CCC2=C(N=C3C(=C2C1)CNC3)C